BrC1=NC(=CC(=C1)C(=O)NC(C)C1=NC=CN=C1C1=NN(C(C=C1)=O)C)C1(CC1)C#N 2-bromo-6-(1-cyanocyclopropyl)-N-[1-[3-(1-methyl-6-oxo-pyridazin-3-yl)pyrazin-2-yl]ethyl]pyridine-4-carboxamide